C(C)OC(=O)[C@H]1[C@@H](C1)C1=CC(=CC=C1)C(C)(O)C=1N=C(NC1)C1=CC(=CC=C1)OC=1C(=C2C=CNC2=CC1F)F |r| Racemic-(1r,2r)-2-(3-(1-(2-(3-((4,6-difluoro-1H-indol-5-yl)oxy)phenyl)-1H-imidazol-4-yl)-1-hydroxyethyl)phenyl)cyclopropane-1-carboxylic acid ethyl ester